CC(=O)SCC(=O)ON1C(=O)CCC1=O N-Succinimidyl-S-acetylthioacetate